2-(tetrahydro-2H-pyran-4-yl)benzo[d]oxazole-5-carbonitrile O1CCC(CC1)C=1OC2=C(N1)C=C(C=C2)C#N